C(C)C(=O)N ethylcarboxamide